1-[[2'-formamido[1,1'-biphenyl]-4-yl]methyl]-2-ethoxy-1H-benzimidazole C(=O)NC1=C(C=CC=C1)C1=CC=C(C=C1)CN1C(=NC2=C1C=CC=C2)OCC